N-((1R,4r)-4-((benzyl((R)-2-(3-fluorophenyl)-2-hydroxyethyl)amino)methyl)cyclohexyl)acetamide C(C1=CC=CC=C1)N(C[C@H](O)C1=CC(=CC=C1)F)CC1CCC(CC1)NC(C)=O